3-cyano-N-(4-{1-[6-(trifluoromethyl)-1H-benzimidazol-2-yl]cyclobutyl}phenyl)benzamide C(#N)C=1C=C(C(=O)NC2=CC=C(C=C2)C2(CCC2)C2=NC3=C(N2)C=C(C=C3)C(F)(F)F)C=CC1